C1=CC=CC=2C3=CC=CC=C3C(C12)COC(=O)N1C[C@H](CCC1)/C=C/C(=O)O (R,E)-3-(1-(((9H-fluoren-9-yl)methoxy)carbonyl)piperidin-3-yl)acrylic acid